(R)-4-amino-N-(benzo[d]thiazol-6-ylmethyl)-N-(cyclopropylmethyl)-7-fluoro-3-methyl-1,3-dihydrofuro[3,4-c]quinoline-8-carboxamide NC1=NC=2C=C(C(=CC2C2=C1[C@H](OC2)C)C(=O)N(CC2CC2)CC2=CC1=C(N=CS1)C=C2)F